(3-(1-methyl-1H-tetrazol-5-yl)propyl)-1H-imidazole-2-carboxylic acid ethyl ester C(C)OC(=O)C=1N(C=CN1)CCCC1=NN=NN1C